(R)-2-(2,4-Difluorophenyl)-4-(3-(methylamino)azepan-1-yl)phthalazin-1(2H)-one FC1=C(C=CC(=C1)F)N1C(C2=CC=CC=C2C(=N1)N1C[C@@H](CCCC1)NC)=O